diphenylstearyl trithiophosphite P(SCCCCCCCCCCCCCCCCCC(C1=CC=CC=C1)C1=CC=CC=C1)([S-])[S-]